COC(C1=CC(=C(C=C1)N1CCN(CC1)CC)NC(COC1=CC=C(C=C1)Cl)=O)=O 3-(2-(4-Chlorophenoxy)acetamido)-4-(4-ethylpiperazin-1-yl)benzoic acid methyl ester